ethyl-3-cyclopropyl-4-iodo-1H-pyrazole C(C)N1N=C(C(=C1)I)C1CC1